2-[(5-bromo-3-pyridyl)methyl]isoindoline-1,3-dione BrC=1C=C(C=NC1)CN1C(C2=CC=CC=C2C1=O)=O